methyl 2-(2-aminoacetamido)-3-(2-bromobenzoyl)-4H,5H,6H-cyclopenta[b]thiophene-5-carboxylate NCC(=O)NC1=C(C2=C(S1)CC(C2)C(=O)OC)C(C2=C(C=CC=C2)Br)=O